ClC=1C=C(C=CC1C(=O)OC)C1N(CCC(C1)OC)C(=O)OCC1=CC=CC=C1 Benzyl 2-(3-chloro-4-(methoxycarbonyl)phenyl)-4-methoxypiperidine-1-carboxylate